bisdihydroxyethyl disulfide OC(CSSCC(O)O)O